2-(3-fluorophenyl)-3-oxo-6-[4-(trifluoromethyl)phenyl]-2,3-dihydropyridazine-4-carboxylic acid methyl ester COC(=O)C=1C(N(N=C(C1)C1=CC=C(C=C1)C(F)(F)F)C1=CC(=CC=C1)F)=O